C(C)OC(C1=CC=C(C=C1)[C@@H]1CN(CC1)C1=C(N=NC(=C1)Cl)N)=O.C(C1=CC=CC=C1)(=O)C1=CC(=C(C=C1)SC1=CC=C(C=C1)[S+](C1=CC=CC=C1)C1=CC=CC=C1)Cl |o1:10| 4-(4-benzoyl-2-chlorophenyl-thio)phenyldiphenyl-sulfonium Ethyl-(R*)-4-(1-(3-amino-6-chloropyridazin-4-yl)pyrrolidin-3-yl)benzoate